Cl.FC1=C(C=CC(=C1)SC)C=1CCCC2=C(C1C1=CC=C(C=C1)CC1CN(C1)CCCF)C=CC(=C2)C(=O)O 8-(2-fluoro-4-(methylthio)phenyl)-9-(4-((1-(3-fluoropropyl)azetidin-3-yl)methyl)phenyl)-6,7-dihydro-5H-benzo[7]annulene-3-carboxylic acid hydrochloride